(tert-butyl (s)-(2,5-dichloropyrimidin-4-ylamino)pentyl)(1-(3-nitrophenyl)ethyl)carbamate C(C)(C)(C)[C@H](CCCCOC(NC(C)C1=CC(=CC=C1)[N+](=O)[O-])=O)NC1=NC(=NC=C1Cl)Cl